2-amino-5-formylamino-6-ribosylamino-4(3H)-pyrimidinone NC1=NC(=C(C(N1)=O)NC=O)NC1[C@H](O)[C@H](O)[C@H](O1)CO